(R)-N2-(3-chloro-2-fluorobenzyl)-8-(1,2,3,6-tetrahydropyridin-4-yl)-N4-(1-(thiophen-2-yl)ethyl)quinazoline-2,4-diamine ClC=1C(=C(CNC2=NC3=C(C=CC=C3C(=N2)N[C@H](C)C=2SC=CC2)C=2CCNCC2)C=CC1)F